[N+](=O)([O-])C1=C(N[C@H]2CN(CCCC2)C(=O)OC(C)(C)C)C=C(C=C1)CO[Si](C(C)C)(C(C)C)C(C)C tert-butyl (3R)-3-[2-nitro-5-(triisopropylsilyloxymethyl)anilino]azepane-1-carboxylate